2,6-dimethylpiperazin-1-carboxylate CC1N(C(CNC1)C)C(=O)[O-]